bis(triethoxy-silyl propyl) disulfide C(C)OC(CC([SiH3])(OCC)OCC)SSC(CC([SiH3])(OCC)OCC)OCC